tert-butyl N-[(3R)-5-[(4-chlorophenyl) methyl]-8-fluoro-4-oxo-7-[[[1-(2,2,2-trifluoroethyl)-3-piperidyl]carbamoylamino]carbamoyl]-2,3-dihydro-1,5-benzothiazepin-3-yl]carbamate ClC1=CC=C(C=C1)CN1C([C@H](CSC2=C1C=C(C(=C2)F)C(NNC(NC2CN(CCC2)CC(F)(F)F)=O)=O)NC(OC(C)(C)C)=O)=O